N1(C=CC=C1)CC(=O)Cl 2-(pyrrol-1-yl)acetyl chloride